(3S,4S)-3-fluoro-4-(4-((R)-6-(methoxymethyl)-6-methyl-4,5,6,7-tetrahydro-1H-indazole-3-carboxamido)-1H-pyrazole-1-yl)piperidine-1-carboxylic acid tert-butyl ester C(C)(C)(C)OC(=O)N1C[C@@H]([C@H](CC1)N1N=CC(=C1)NC(=O)C1=NNC=2C[C@](CCC12)(C)COC)F